C(#N)C1=CC=C(C=C1)C1=CN=C(S1)NC(=O)C1CN(CCC1)C N-(5-(4-cyanophenyl)thiazol-2-yl)-1-methylpiperidine-3-carboxamide